O=C1C=2C=C(C=CC2C2=C1N=C(N=C2)C(F)(F)F)CC#C[NH-] N-(9-oxo-2-(trifluoromethyl)-9H-indeno[2,1-d]pyrimidine-7-yl)propynylamide